S(=O)(=O)(ON1[C@@H]2CC[C@H](N(C1=O)C2)C(NC(CN2CCCC2)=O)=N)O (2S,5R)-7-oxo-2-(N-(2-(pyrrolidin-1-yl) acetyl) carbamimidoyl)-1,6-diazabicyclo[3.2.1]octan-6-yl hydrogen sulfate